CC(C1=CC=C(C=C1)OC)N α-methyl-4-methoxy-benzylamine